N[C@@H](C)C(=O)N[C@@H](CC1=CN=CN1C)C(=O)N[C@@H](CC1=CC=CC=C1)C(=O)O alanyl-(3-methyl)histidyl-phenylalanine